2-Chloro-5-(4-ethoxy-6-nitroquinolin-2-yl)thiazole ClC=1SC(=CN1)C1=NC2=CC=C(C=C2C(=C1)OCC)[N+](=O)[O-]